C(C)(C)(C)OC(=O)N1CCN(CC1)C(CCCC(=O)O)=O 5-(4-(tert-butoxycarbonyl)piperazin-1-yl)-5-oxopentanoic acid